Ethyl 5-(2-hydroxyethyl)-6,7-dihydro-5H-pyrazolo[5,1-b][1,3]oxazine-2-carboxylate OCCC1CCN2C(O1)=CC(=N2)C(=O)OCC